3-(4-(3-(2-(2-(4-((3-Benzyl-9-methyl-4H,6H-thieno[2,3-e][1,2,4]triazolo[3,4-c][1,4]oxazepin-2-yl)ethynyl)-1H-pyrazol-1-yl)ethoxy)ethoxy)propyl)-1-oxoisoindolin-2-yl)piperidin-2,6-dion C(C1=CC=CC=C1)C1=C(SC=2N3C(COCC21)=NN=C3C)C#CC=3C=NN(C3)CCOCCOCCCC3=C2CN(C(C2=CC=C3)=O)C3C(NC(CC3)=O)=O